N1C(=NC=C1)C=1C=C(C=CC1)NC(=O)C=1C=NN2C1N=C(C=C2)NC=2C(N(C=CC2)C)=O N-(3-(1H-imidazol-2-yl)phenyl)-5-((1-methyl-2-oxo-1,2-dihydropyridin-3-yl)amino)pyrazolo[1,5-a]pyrimidine-3-carboxamide